C(C)(C)(C)OC(=O)N1CC2(C1)CC(CC2)N2CCC(CC2)C2=C(C=CC=C2)OC(F)(F)F 6-(4-(2-(trifluoromethoxy)phenyl)piperidin-1-yl)-2-azaspiro[3.4]octane-2-carboxylic acid tert-butyl ester